N1C(=NC2=C1C=CC=C2)C=2C(=CC=C1C=C(C(NC21)=O)C(=O)O)C2CCC2 8-(1H-benzo[d]imidazol-2-yl)-7-cyclobutyl-2-oxo-1,2-dihydroquinoline-3-carboxylic acid